C(N)(=O)C1=NNC(=C1[N+](=O)[O-])N(C1CN(C1)C(=O)OC(C)(C)C)CC=C tert-butyl 3-[(3-carbamoyl-4-nitro-1H-pyrazol-5-yl)(prop-2-en-1-yl)amino]azetidine-1-carboxylate